(R)-N-((1R,2R)-1-(2,3-dihydrobenzo[b][1,4]dioxin-6-yl)-1-hydroxy-3-(pyrrolidin-1-yl)propan-2-yl)-1-(2,2-dimethylchroman-7-yl)pyrrolidine-3-carboxamide O1C2=C(OCC1)C=C(C=C2)[C@H]([C@@H](CN2CCCC2)NC(=O)[C@H]2CN(CC2)C2=CC=C1CCC(OC1=C2)(C)C)O